N[C@@H]1CCCC12CCN(CC2)C2=CN=C(C(=N2)C(=O)OC)C2=C(C(=CC=C2)Cl)Cl methyl (R)-6-(1-amino-8-azaspiro[4.5]decan-8-yl)-3-(2,3-dichlorophenyl)pyrazine-2-carboxylate